C(CCCCCCC)C1(NSC=C1)CCCCCCCC di-n-octyl-4-isothiazoline